P(=O)(O)(O)OC[C@H]([C@@H]([C@@H]([C@H](C=O)O)O)O)O galactose 6-phosphate